FC1=C(C=C(C=C1)NC1=NC=CC(=N1)NC1=C(C=CC=C1)P(C)C)[N+](=O)[O-] (2-((2-((4-Fluoro-3-nitrophenyl)amino)pyrimidin-4-yl)amino)phenyl)dimethylphosphine